tert-butyl (S)-2-(hydrazinecarbonyl)pyrrolidine-1-carboxylate N(N)C(=O)[C@H]1N(CCC1)C(=O)OC(C)(C)C